((trans-4-(3-cyano-4-methoxyphenyl)cyclohexyl)methyl)-N-(3-iodophenyl)cyclohexanecarboxamide C(#N)C=1C=C(C=CC1OC)[C@@H]1CC[C@H](CC1)CC1(CCCCC1)C(=O)NC1=CC(=CC=C1)I